5-(1-amino-2-methylpropan-2-yl)-2-methoxyaniline NCC(C)(C)C=1C=CC(=C(N)C1)OC